(S)-3-(4-amino-6-(cyclopropylamino)pyrido[3,4-d]pyrimidin-8-yl)-2,4-dimethylphenol NC=1C2=C(N=CN1)C(=NC(=C2)NC2CC2)C=2C(=C(C=CC2C)O)C